tert-Butyl N-[rac-(1S,3S,4S)-4-hydroxy-3-methylcyclohexyl]carbamate O[C@@H]1[C@H](C[C@H](CC1)NC(OC(C)(C)C)=O)C |r|